Tert-butyl (6-chloropyrimidin-4-yl)(2-(7-cyano-2,3-dihydrobenzo[b][1,4]dioxin-6-yl)ethyl)carbamate ClC1=CC(=NC=N1)N(C(OC(C)(C)C)=O)CCC1=CC2=C(OCCO2)C=C1C#N